4-(2,4-Dichlorophenyl)-2-(1-naphthylmethyl)imidazole ClC1=C(C=CC(=C1)Cl)C=1N=C(NC1)CC1=CC=CC2=CC=CC=C12